C(=O)(CCCCCCCCC)OC(C(N)C)(C)C trimethylethanolamine caprate